12-(1-methyl-2-phenylindol-6-yloxy)-dodecane-1-ol CN1C(=CC2=CC=C(C=C12)OCCCCCCCCCCCCO)C1=CC=CC=C1